tert-butyl (2-(tert-butylamino)ethyl)carbamate C(C)(C)(C)NCCNC(OC(C)(C)C)=O